C1(CC1)C1(CCN(CC1)CC1=CC=C(CNC2=C3C(N(C(C3=CC=C2)=O)C2C(NC(CC2)=O)=O)=O)C=C1)O 4-(4-((4-cyclopropyl-4-hydroxypiperidin-1-yl)methyl)benzylamino)-2-(2,6-dioxopiperidin-3-yl)isoindoline-1,3-dione